Phosphorothioic acid, O-(4-bromo-2,5-dichlorophenyl) O,O-dimethyl ester P(OC1=C(C=C(C(=C1)Cl)Br)Cl)(OC)(OC)=S